N1(N=CC=C1)C=1C=C(C=CC1)NC1=NC=NC2=CC(=C(C=C12)NC(C=C)=O)OCCCN1CCN(CC1)C N-(4-((3-(1H-pyrazol-1-yl)phenyl)amino)-7-(3-(4-methylpiperazin-1-yl)propoxy)quinazolin-6-yl)acrylamide